(2'S,3S,6'S)-1-[(4-methoxyphenyl)methyl]-2'-methyl-6'-(1-methyltriazol-4-yl)-5-(trifluoromethyl)spiro[indoline-3,4'-piperidine]-2-one COC1=CC=C(C=C1)CN1C([C@]2(C[C@@H](N[C@@H](C2)C=2N=NN(C2)C)C)C2=CC(=CC=C12)C(F)(F)F)=O